dicyclohexylphosphino-2',4',6'-triisopropylbiphenyl C1(CCCCC1)P(C1CCCCC1)C1=C(C=CC=C1)C1=C(C=C(C=C1C(C)C)C(C)C)C(C)C